(S)-2-amino-3-(pyrazin-2-yl)propanoic acid N[C@H](C(=O)O)CC1=NC=CN=C1